tert-Butyl 3-methylpiperazine-1-carboxylate CC1CN(CCN1)C(=O)OC(C)(C)C